3-(2-Chloro-5-(trifluoromethyl)pyrimidin-4-yl)-7-nitro-1H-indole ClC1=NC=C(C(=N1)C1=CNC2=C(C=CC=C12)[N+](=O)[O-])C(F)(F)F